ClC1=CC=C(C(=N1)C(=O)O)N[C@H](C)C1=C2N=C(C(=NC2=CC(=C1)C)C#N)N1[C@H](CC(C1)(F)F)C 6-chloro-3-(((R)-1-(2-cyano-3-((S)-4,4-difluoro-2-methylpyrrolidin-1-yl)-7-methylquinoxalin-5-yl)ethyl)amino)picolinic acid